C(C)N1N=CC2=C1N(C(C=1C=C(C=C(C21)C(C)NC2=C(C(=O)O)C=CC=C2)C)=O)CC ((1-(3,4-diethyl-7-methyl-5-oxo-4,5-dihydro-3H-pyrazolo[3,4-c]isoquinolin-9-yl)ethyl)amino)benzoic acid